(1-(2-formylphenyl)-4-methylnaphthalene-2-yl) methylphenanthrene-9-formate CC1=CC=CC=2C3=CC=CC=C3C(=CC12)C(=O)OC1=C(C2=CC=CC=C2C(=C1)C)C1=C(C=CC=C1)C=O